6-(tert-butyl)-2-oxo-10-((tetrahydrofuran-3-yl)oxy)-6,7-dihydro-2H-pyrido[2',1':3,4]pyrazino[1,2-b]indazole-3-carboxylic acid C(C)(C)(C)C1N2C(C=3N(N=C4C(=CC=CC34)OC3COCC3)C1)=CC(C(=C2)C(=O)O)=O